C12(CC3CC(CC(C1)C3)C2)NS(=O)(=O)C=C N-adamantyl-vinyl-sulfonamide